(S)-methyl (2S)-3-[(tert-butyldimethylsilyl)oxy]-2-[1-oxo-6-(4,4,5,5-tetramethyl-1,3,2-dioxaborolan-2-yl)-2,3-dihydro-1H-isoindol-2-yl]propanoate [Si](C)(C)(C(C)(C)C)OC[C@@H](C(=O)OC)N1C(C2=CC(=CC=C2C1)B1OC(C(O1)(C)C)(C)C)=O